N1=CC=C(C=C1)N1CCNCC1 1-(4-pyridyl)piperazine